n-butyl butyrate (n-Butyl butanoate) C(CCC)C(C(=O)O)CC.C(CCC)(=O)OCCCC